trifluoroisobutanol FC(C(O)(F)F)(C)C